methyl (R)-3-(3-((tert-butoxycarbonyl)amino)-3-(cyclopropylcarbamoyl)pyrrolidin-1-yl)-2-((6-((tert-butoxycarbonyl)amino)-9H-purin-9-yl) methyl)-5-chlorobenzoate C(C)(C)(C)OC(=O)N[C@]1(CN(CC1)C=1C(=C(C(=O)OC)C=C(C1)Cl)CN1C2=NC=NC(=C2N=C1)NC(=O)OC(C)(C)C)C(NC1CC1)=O